BrC1=CC=C2C(=N1)C(=CN2)C=O 5-BROMO-1H-PYRROLO[3,2-B]PYRIDINE-3-CARBALDEHYDE